CN1N=NC2=C1C=CC(=C2C)C(CC(=O)OCC)C=2C=C(C1=C(C=CS1)C2)CN2C[C@H](OC1=C([C@@H]2C)N=CC=C1)CC ethyl 3-(1,4-dimethyl-1H-benzotriazol-5-yl)-3-(7-{[(2R,5S)-2-ethyl-5-methyl-2,3-dihydropyrido[2,3-f][1,4]oxazepin-4(5H)-yl]methyl}-1-benzothiophen-5-yl)propanoate